BrC1=CC2=C(N(C(OC2C=C)=O)S(=O)(=O)C2=CC=C(C)C=C2)C=C1 6-bromo-1-tosyl-4-vinyl-1,4-dihydro-2H-benzo[d][1,3]oxazin-2-one